CCCCCCCCCCCCCCCCOC[C@H](COP(=O)([O-])OCC[N+](C)(C)C)OC(=O)CCCCCCCCC/C=C\CCCCCCCC 1-hexadecyl-2-(11Z-eicosenoyl)-glycero-3-phosphocholine